COC(C1=C(C=C(C=C1)CC1OC1)C#N)=O.BrC1=CC=C(C=C1)N1CCN(CC1)CC(CC1=CC(=C(C(=O)OC)C=C1)C#N)O methyl 4-[3-[4-(4-bromophenyl)piperazin-1-yl]-2-hydroxy-propyl]-2-cyano-benzoate Methyl-2-cyano-4-(oxiran-2-ylmethyl)benzoate